3-(aminomethyl)phenyl-N-(3-((3-aminophenyl)(cyclopropyl-methoxy)methyl)phenyl)-3-(trifluoromethyl)-1H-pyrazole-5-carboxamide NCC=1C=C(C=CC1)N1N=C(C=C1C(=O)NC1=CC(=CC=C1)C(OCC1CC1)C1=CC(=CC=C1)N)C(F)(F)F